Cl.N[C@H](C(=O)N1CCC2=NC(=C(C=C21)CC2=CC=C(C=C2)F)OC)C2CCCCC2 (S)-2-amino-2-cyclohexyl-1-(6-(4-fluorobenzyl)-5-methoxy-2,3-dihydro-1H-pyrrolo[3,2-b]pyridine-1-yl)ethane-1-one hydrochloride